N-(2-methoxypyridin-4-yl)thieno[3,2-d]pyrimidin-4-amine COC1=NC=CC(=C1)NC=1C2=C(N=CN1)C=CS2